4,7-dimethyl-4-octenoic acid CC(CCC(=O)O)=CCC(C)C